BrC=1C=C(C=C(C1F)F)NC(=O)[C@@H]1CN(CC1)C(=O)C1=CC=2C=NC=CC2N1 (S)-N-(3-bromo-4,5-difluorophenyl)-1-(1H-pyrrolo[3,2-c]pyridine-2-carbonyl)pyrrolidine-3-carboxamide